bis(trifluoromethyl)-4,4'-bis(3,4-dicarboxyphenoxy)biphenyl FC(F)(F)C=1C(=C(C=CC1OC1=CC(=C(C=C1)C(=O)O)C(=O)O)C1=CC=C(C=C1)OC1=CC(=C(C=C1)C(=O)O)C(=O)O)C(F)(F)F